(R)-N-(5-(1-(3,5-Dichloropyridin-4-yl)ethoxy)-1H-indazol-3-yl)-6-((dimethyl-(oxo)-λ6-sulfaneylidene)amino)nicotinamide ClC=1C=NC=C(C1[C@@H](C)OC=1C=C2C(=NNC2=CC1)NC(C1=CN=C(C=C1)N=S(=O)(C)C)=O)Cl